C(#N)N1CC(CC1)C1=NC2=C(N1)C=C(C=C2)C2=CC=C(C(=O)NC)C=C2 4-(2-(1-Cyanopyrrolidin-3-yl)-1H-benzo[d]imidazol-6-yl)-N-methylbenzamide